N-[[(2S)-4-(6-chloropyridazin-3-yl)morpholin-2-yl]methyl]acetamide ClC1=CC=C(N=N1)N1C[C@@H](OCC1)CNC(C)=O